N-[1-cyclooctyl-2-[4-(3,5-dimethyl-1H-pyrazol-4-yl)anilino]-2-oxo-ethyl]-2-methyl-pyrazole-3-carboxamide C1(CCCCCCC1)C(C(=O)NC1=CC=C(C=C1)C=1C(=NNC1C)C)NC(=O)C=1N(N=CC1)C